BrC1=CC(=C(C=C1OCCC)NC(=O)N[C@@H](C)C=1N(N=CN1)C1=NC=CC=N1)F 1-(4-bromo-2-fluoro-5-propoxy-phenyl)-3-[(1S)-1-(2-pyrimidin-2-yl-1,2,4-triazol-3-yl)ethyl]urea